Cl.FC(CNC1CC1)F N-(2,2-difluoroethyl)cyclopropylamine hydrochloride